3,3-difluoropyrrolidine-1-carboxamide FC1(CN(CC1)C(=O)N)F